N-({6-[2-(1,3-oxazol-4-yl)ethyl]-5-trifluoromethoxy-2-indolyl}methyl)-1-pyrrolidinecarboxamide O1C=NC(=C1)CCC1=C(C=C2C=C(NC2=C1)CNC(=O)N1CCCC1)OC(F)(F)F